1-methyl-2,3-dihydro-1H-imidazol-2-one CN1C(NC=C1)=O